C(C1=CC=NC=C1)(=O)NN=CC1=NC2=C(C=CC=C2C=C1)O 8-hydroxyquinoline-2-carboxaldehyde isonicotinoyl hydrazone